CCC(CCCCCCCCCCCCC)[Se] 3-hexadecyl-selenium